methyl 2'-chloro-3'-fluoro-5'-methoxy-6-methyl-(4,4'-bipyridine)-3-carboxylate ClC1=NC=C(C(=C1F)C1=C(C=NC(=C1)C)C(=O)OC)OC